Racemic-17-amino-13-methyl-6,15-bis(trifluoromethyl)-19-oxa-3,4,13,18-tetrazatricyclo[12.3.1.12,5]nonadeca-1(18),2,4,14,16-pentaen-6-ol NC1=CC(=C2N(CCCCCC[C@](C3=NN=C(C1=N2)O3)(O)C(F)(F)F)C)C(F)(F)F |r|